The molecule is a cinchona alkaloid. It derives from a quinine and a quinine(1+). It is a conjugate base of a 3-hydroxyquininium. COC1=CC2=C(C=CN=C2C=C1)[C@H]([C@@H]3C[C@@H]4CCN3C[C@@]4(C=C)O)O